COC(CCCCCCCC\C=C/C=C)OC (3Z)-13,13-dimethoxy-1,3-tridecadiene